BrC1=C2CCN(C(C2=CC(=C1)CN1C(=NC=C1)NC)=O)CC1=NN(C(=C1)OC)CC 5-bromo-2-((1-ethyl-5-methoxy-1H-pyrazol-3-yl)methyl)-7-((2-(methylamino)-1H-imidazol-1-yl)methyl)-3,4-dihydroisoquinolin-1(2H)-one